FC1(CCN(CCC1)C=1N=NC(=C(C1C(=O)OCC)C)C(F)(F)F)F ethyl 3-(4,4-difluoroazepan-1-yl)-5-methyl-6-(trifluoromethyl)pyridazine-4-carboxylate